1-(triphenyl-lambda5-phosphanylidene)propan-2-one C1(=CC=CC=C1)P(=CC(C)=O)(C1=CC=CC=C1)C1=CC=CC=C1